BrC1=CC=C(C=C1)[C@@H]1CC12CCN(CC2)C(=O)OC(C)(C)C tert-butyl (R)-1-(4-bromophenyl)-6-azaspiro[2.5]octane-6-carboxylate